6-(4-(2-cyanoethyl)piperazin-1-yl)-5-(3,5-dimethylbenzamido)nicotinic acid C(#N)CCN1CCN(CC1)C1=NC=C(C(=O)O)C=C1NC(C1=CC(=CC(=C1)C)C)=O